C12CN(CC2C1)C1=CC=C(C(=C1C#N)F)COCC1=C(C(=C(C=C1)N1CC2CC2C1)C#N)F 6-{3-azabicyclo[3.1.0]hex-3-yl}-3-{[(4-{3-azabicyclo[3.1.0]hex-3-yl}-3-cyano-2-fluorophenyl)methoxy]-methyl}-2-fluorobenzonitrile